1,3-di-t-butylimidazolium C(C)(C)(C)N1C=[N+](C=C1)C(C)(C)C